COC1(O)[C@](O)([C@@](O)([C@@H](O1)C(O)C(C1=CC=CC=C1)=O)C(C1=CC=CC=C1)=O)C(C1=CC=CC=C1)=O 1-methoxy-2,3,5-tribenzoyl-L-arabinofuranose